CC=1N=NC2=CC=C(C=C2C1)C1=CN=C(S1)NC(=O)C1CC12CCOCC2 N-(5-(3-methylcinnolin-6-yl)thiazol-2-yl)-6-oxaspiro[2.5]octane-1-carboxamide